methyl N-[2-(4-{2-[(4-{[6-(5-chloro-2-fluorophenyl)-3-methylpyridazin-4-yl]amino}pyridin-2-yl)carbamoyl]ethyl}piperazin-1-yl)ethyl]-N-methylcarbamate ClC=1C=CC(=C(C1)C1=CC(=C(N=N1)C)NC1=CC(=NC=C1)NC(=O)CCN1CCN(CC1)CCN(C(OC)=O)C)F